1-(4-(((1R,3R,4R)-3-hydroxy-4-methylcyclohexyl)amino)-2-((1,1,1-trifluoro-2-methyl-propan-2-yl)amino)pyrimidin-5-yl)ethan-1-one O[C@@H]1C[C@@H](CC[C@H]1C)NC1=NC(=NC=C1C(C)=O)NC(C(F)(F)F)(C)C